COC[C@H]1N(CCC1)[C@@H]1CN(CC1)C(=O)OC(C)(C)C tert-Butyl (2S,3'S)-2-(methoxymethyl)-[1,3'-bipyrrolidine]-1'-carboxylate